CN(C)C[C@H]1OCCN(C1)C=1C=CC(=NC1)NC=1C2=C(C(=NC1)C1=C3C(=NC=C1)N(C=C3)C)CNC2=O (R)-7-((5-(2-((dimethyl-amino)methyl)morpholino)pyridin-2-yl)amino)-4-(1-methyl-1H-pyrrolo[2,3-b]pyridin-4-yl)-2,3-dihydro-1H-pyrrolo[3,4-c]pyridin-1-one